(R)-6-oxo-octahydro-2H-pyrido[1,2-a]pyrazine-2-carboxylic acid benzyl ester C(C1=CC=CC=C1)OC(=O)N1C[C@@H]2N(CC1)C(CCC2)=O